ClC1=C(C=CC(=C1)F)C1=CC(OC2=CC(=CC=C12)O[C@@H](C(=O)NC1=CC=NC=C1)C)=O 4-[[(2R)-2-[4-(2-Chloro-4-fluoro-phenyl)-2-oxo-chromen-7-yl]oxypropanoyl]amino]pyridin